FC1([C@@H]([C@@H](N(C1)C(=O)OC(C)(C)C)CC=1C(=C(C=CC1)C1=CC(=CC(=C1)F)F)F)NS(=O)(=O)C)F tert-butyl (2S,3R)-4,4-difluoro-3-(methylsulfonamido)-2-((2,3',5'-trifluoro-[1,1'-biphenyl]-3-yl)methyl)pyrrolidine-1-carboxylate